COC(=O)C1=CC=C(C=C1)C1=CC=CC=C1 [1,1'-biphenyl]-4-carboxylic acid methyl ester